CN1C(=NC2=C1C=C(C(=C2)C=2C=CC=C1C(=CNC21)C(=O)C2=CC(=C(C(=C2)F)F)F)C(F)(F)F)C (7-(1,2-dimethyl-6-(trifluoromethyl)-1H-benzo[d]imidazol-5-yl)-1H-indol-3-yl)(3,4,5-trifluorophenyl)methanone